5-((2'-(5-bromoisoindolin-2-yl)-[2,4'-bipyrimidinyl]-4-yl)ethynyl)-1H-indazole BrC=1C=C2CN(CC2=CC1)C1=NC=CC(=N1)C1=NC=CC(=N1)C#CC=1C=C2C=NNC2=CC1